3,6,3',4'-tetrahydroxyflavone OC1=C(OC2=CC=C(C=C2C1=O)O)C1=CC(=C(C=C1)O)O